NC1CCC(CC1)NC1=NC=CC(=N1)C=1C=NC=CC1OC1=CC(=C(C=C1)NS(=O)(=O)C1=CC=CC=C1)Br N-[4-[[3-[2-[(1r,4r)-(4-Aminocyclohexyl)amino]pyrimidin-4-yl]-4-pyridyl]oxy]-2-bromophenyl]benzenesulfonamide